11-oxo-2,3,5,6,7,11-hexahydro-1H-pyrano[2,3-f]pyrido[3,2,1-ij]quinoline O=C1C=CC=2C(=C3CCCN4C3=C(C2)CCC4)O1